C(C)(C)(C)C1=CC=C(C=C1)C1=NC(=C(C(=N1)C)C(=O)O)C 2-(4-tert-butylphenyl)-4,6-dimethyl-pyrimidine-5-carboxylic acid